(E)-N'-cyano-N-((1,2,3,5,6,7-hexahydro-s-indacen-4-yl)carbamoyl)-2-((R)-2-methyl-1-(methyl-d3)pyrrolidin-2-yl)ethene-1-sulfonimidamide C(#N)N=S(=O)(NC(NC1=C2CCCC2=CC=2CCCC12)=O)\C=C\[C@@]1(N(CCC1)C([2H])([2H])[2H])C